NC1=C(C(=NC(=N1)S)O)/N=C/C1=CC(=C(C=C1)O)OC (E)-6-amino-5-((4-hydroxy-3-methoxybenzylidene)amino)-2-mercaptopyrimidin-4-ol